C[Si](C)N[Si](C)C 1,3,3-tetramethyldisilazane